2-(cycloheptyloxy)acetic acid C1(CCCCCC1)OCC(=O)O